1-[6-(2-methylbenzoyl)-9-ethyl-9H-carbazol-3-yl]ethanone O-acetyl oxime C(C)(=O)ON=C(C)C=1C=CC=2N(C3=CC=C(C=C3C2C1)C(C1=C(C=CC=C1)C)=O)CC